N-(1-iminoethyl)acetamidine Nickel monohydrate O.[Ni].N=C(C)NC(C)=N